O1NC=C2C1=CC(C=C2)=O benzo[1,2-d]isoxazol-6-one